NC1(CCN(CC1)C1=CN=C2C(=N1)NN=C2C=2C(=C(C=CC2)N2CCN(CC2)CC2=CC=C(C=C2)C2C(NC(CC2)=O)=O)Cl)C 3-(4-((4-(3-(6-(4-amino-4-methylpiperidin-1-yl)-1H-pyrazolo[3,4-b]pyrazin-3-yl)-2-chlorophenyl)piperazin-1-yl)methyl)phenyl)piperidine-2,6-dione